4-Amino-3-[6-(4,3',5'-trimethylbiphenyl-2-yl)pyridin-3-ylazo]naphthalin NC1=C(C=CC2=CC=CC=C12)N=NC=1C=NC(=CC1)C1=C(C=CC(=C1)C)C1=CC(=CC(=C1)C)C